ClC1=NC=CC(=N1)C1=C(N=C(S1)C1CCN(CC1)C(=O)OC(C)(C)C)C1=C(C(=CC=C1)NS(=O)(=O)CCC)F tert-butyl 4-(5-(2-chloropyrimidin-4-yl)-4-(2-fluoro-3-(propylsulfonamido)phenyl)thiazol-2-yl)piperidine-1-carboxylate